C(C)(=O)C1=CC=C(C=C1)NC([C@@H](CC)S=C(N)[O-])=O |r| racemic-S-(1-((4-acetylphenyl) amino)-1-oxobutan-2-yl)carbamothioate